3-chloro-1-(4,5,6,7-tetrahydro-1-benzothiophen-2-yl)propan-1-one ClCCC(=O)C=1SC2=C(C1)CCCC2